C(#N)CCC(C(=O)OC(C)(C)C)C=1C(=NC2=CC=CC(=C2C1)[N+](=O)[O-])C tert-butyl 4-cyano-2-(2-methyl-5-nitroquinolin-3-yl)butanoate